COC1=CC=C2C=C(N(C2=C1)C)C(=O)N1[C@H](CN(CC1)C(=O)OC(C)(C)C)C (S)-tert-Butyl 4-(6-methoxy-1-methyl-1H-indole-2-carbonyl)-3-methylpiperazine-1-carboxylate